NC=1N=C(SC1C(=O)C1=CC=C(OCC(=O)OCC)C=C1)N(C1=CC=C(C=C1)F)[C@H](C(=O)N)C (S)-ethyl 2-[4-[4-amino-2-(4-fluoro-N-[2-amino-1-methyl-2-oxoethyl]anilino)thiazole-5-carbonyl]phenoxy]acetate